ClC1=CN=C2C3=C(C=CC=C13)N(C2=O)CC2=CC=C(C=C2)OC 5-Chloro-1-(4-methoxybenzyl)pyrrolo[2,3,4-ij]isoquinolin-2(1H)-one